2-amino-N-(5-methoxy-2-pyridinyl)benzamide tert-Butyl(4-((2-amino-4-carbamoylphenyl)amino)pentyl)carbamate C(C)(C)(C)N(C(O)=O)CCCC(C)NC1=C(C=C(C=C1)C(N)=O)N.NC1=C(C(=O)NC2=NC=C(C=C2)OC)C=CC=C1